4-hydroxy-4'-isopropyl-5-methoxy-[1,1'-biphenyl]-3-carbaldehyde OC1=C(C=C(C=C1OC)C1=CC=C(C=C1)C(C)C)C=O